COC=1C=C2CN(CC2=CC1)C(CNC12CC3(CC(CC(C1)C3)C2)NC(OC(C)(C)C)=O)=O tert-butyl (3-((2-(5-methoxyisoindolin-2-yl)-2-oxoethyl)amino)adamantan-1-yl)carbamate